BrC=1C(=NC=CC1)F 3-bromo-2-fluoropyridine